C(=C)C=1C=C(C=CC1)C1=C(C=CC=C1)CCC 3-vinyl-2'-propylbiphenyl